(S)-6-(4-chlorophenyl)-3-(1-hydroxy-prop-2-yl)-8-(1-methyl-1H-pyrazol-4-yl)pyrido[3,4-d]pyrimidin-4(3H)-one ClC1=CC=C(C=C1)C1=CC2=C(N=CN(C2=O)[C@H](CO)C)C(=N1)C=1C=NN(C1)C